C(C)(C)(C)OC(=O)N1C[C@@H](CC1)N1CCN(CC1)C(=O)OCC1=CC=CC=C1 benzyl 4-[(3R)-1-tert-butoxycarbonylpyrrolidin-3-yl]piperazine-1-carboxylate